(R)-3-(4-(4-ethoxy-2-(trifluoromethyl)benzoyl)-2-ethylpiperazin-1-yl)-6-(2-ethoxyphenyl)picolinonitrile C(C)OC1=CC(=C(C(=O)N2C[C@H](N(CC2)C=2C(=NC(=CC2)C2=C(C=CC=C2)OCC)C#N)CC)C=C1)C(F)(F)F